C(C1=CC=CC=C1)C=1C(=NN(C1C(=O)O)C1=NC=CC=C1Cl)C 4-benzyl-1-(3-chloropyridin-2-yl)-3-methyl-1H-pyrazole-5-carboxylic acid